BrC=1C(=C(C=CC1)C(C(=O)O)CCCCO)F 2-(3-Bromo-2-fluorophenyl)-6-hydroxyhexanoic acid